N-{4-[1-(2,2-Dimethyl-propyl)-piperidin-4-yl]-phenyl}-4-methyl-3-(4-pyridin-3-yl-pyrimidin-2-ylamino)-benzamide CC(CN1CCC(CC1)C1=CC=C(C=C1)NC(C1=CC(=C(C=C1)C)NC1=NC=CC(=N1)C=1C=NC=CC1)=O)(C)C